1-hexyl-1-(6-methyl-1,3-benzothiazol-2-yl)hydrazine C(CCCCC)N(N)C=1SC2=C(N1)C=CC(=C2)C